C(C)(C)(C)OC(=O)N1CCN(CC1)C1=NC=C(C=C1)C=1C=2N(C=C(C1)OCC)N=CC2C#N 4-(5-(3-cyano-6-ethoxypyrazolo[1,5-a]pyridin-4-yl)pyridin-2-yl)piperazine-1-carboxylic acid tert-butyl ester